(+/-)-3-[4-(2,6-difluoro-4-{[5-(hydroxymethyl)-5-(propan-2-yl)-5,6-dihydro-4H-1,3-oxazin-2-yl]amino}phenoxy)-1H-pyrrolo[2,3-b]pyridin-3-yl]propanenitrile FC1=C(OC2=C3C(=NC=C2)NC=C3CCC#N)C(=CC(=C1)NC=1OC[C@@](CN1)(C(C)C)CO)F |r|